2-(4'-methylphenyl)-3-isoquinolinone CC1=CC=C(C=C1)N1C=C2C=CC=CC2=CC1=O